ClC1=CC=2N(C(N1C1CC1)=O)C=C(N2)C2=NC(=C(C=C2S(=O)(=O)CC)C2=CC=C(C=C2)F)C 7-chloro-6-cyclopropyl-2-[3-ethylsulfonyl-5-(4-fluorophenyl)-6-methyl-2-pyridyl]imidazo[1,2-c]pyrimidin-5-one